iso-hexyl alcohol C(CCC(C)C)O